C(C)(C)(C)OC(N(CC1=NNC(C2=C(C=C(C=C12)C=1C=NNC1C1=C(C2=CC=CC=C2C=C1F)C#N)C#N)=O)C(=O)OC(C)(C)C)=O (P)-(tert-butoxycarbonyl)((5-cyano-7-(5-(1-cyano-3-fluoronaphthalen-2-yl)-1H-pyrazol-4-yl)-4-oxo-3,4-dihydrophthalazin-1-yl)methyl)carbamic acid tert-butyl ester